COC1=C(C=CC(=C1)OC)CN1C(COC2=C(C1C(=O)O)C=CC=C2)=O 4-[(2,4-Dimethoxyphenyl)methyl]-3-oxo-2,3,4,5-tetrahydro-1,4-benzoxazepine-5-carboxylic acid